C(C)(C)(C)OC(=O)N1CC(C1)COC1=C(C(=O)O)C=CC=C1 ((1-(tert-Butoxycarbonyl)azetidin-3-yl)methoxy)benzoic acid